1,12-diaminododecene NC=CCCCCCCCCCCN